6-chloro-2-iodo-5-(3-methoxypropoxy)pyridine ClC1=C(C=CC(=N1)I)OCCCOC